N-(4-methoxybenzyl)-1-(4-methoxyphenyl)methanamine COC1=CC=C(CNCC2=CC=C(C=C2)OC)C=C1